The molecule is a phenylalanine derivative that is methyl 4-nitrophenylalaninate substituted by a tert-butoxycarbonyl group at the amino nitrogen. It is a carbamate ester, an alpha-amino acid ester and a phenylalanine derivative. It derives from a 4-nitrophenylalanine and a tert-butanol. CC(C)(C)OC(=O)NC(CC1=CC=C(C=C1)[N+](=O)[O-])C(=O)OC